tert-butyl N-[(1S)-4,4,4-trifluoro-1-formyl-butyl]carbamate FC(CC[C@@H](C=O)NC(OC(C)(C)C)=O)(F)F